imidazo[1,5-a]pyridin-8-yl((3S,4R)-4-isobutyl-3-nitropiperidin-1-yl)methanone C=1N=CN2C1C(=CC=C2)C(=O)N2C[C@H]([C@@H](CC2)CC(C)C)[N+](=O)[O-]